C(C)(C)(C)OC(=O)N1CCN(CC1)C1=C(C(=CC(=C1)C1CC1)CC)C#N 4-(2-cyano-5-cyclopropyl-3-ethylphenyl)piperazine-1-carboxylic acid tert-butyl ester